ClC1=CC=C(C(=N1)[C@]1(C(NC2=CC(=CC=C12)C(F)(F)F)=O)C)OC (3S)-3-(6-chloro-3-methoxypyridin-2-yl)-3-methyl-6-(trifluoromethyl)indolin-2-one